7-(benzyloxy)-2-(1-methyl-2-oxabicyclo[2.1.1]hexan-4-yl)imidazo[1,2-a]pyridine-6-carboxylic acid C(C1=CC=CC=C1)OC1=CC=2N(C=C1C(=O)O)C=C(N2)C21COC(C2)(C1)C